(S)-8'-fluoro-6'-(5-methyl-1,4,5,6-tetrahydropyridin-2-yl)-1',4'-dihydro-2'H-spiro[cyclopropane-1,3'-quinolin]-2'-one FC=1C=C(C=C2CC3(C(NC12)=O)CC3)C=3NC[C@H](CC3)C